2-FLUORO-3-(ETHOXYCARBONYL)PHENYLBORONIC ACID FC1=C(C=CC=C1C(=O)OCC)B(O)O